1,5-dimethyl-2-(2-methylpropan-1-en-1-yl)-1H-indole CN1C(=CC2=CC(=CC=C12)C)C=C(C)C